BrC1=CC=C(C=C1)N1CCC(CC1)(C)OC 1-(4-bromophenyl)-4-methoxy-4-methylpiperidine